ClC1=C(NC=2C=C(C(=O)C3=NSC=C3)C=CC2)C=CC=C1C1=CC2=C(OCCO2)C=C1 3-(2-chloro-3-(1,4-benzodioxan-6-yl)anilino)benzoyl-Isothiazole